CC1=C(C(=NO1)C)S(=O)(=O)Cl dimethyl-1,2-oxazole-4-sulfonyl chloride